tert-Butyl 2-(6-{5-chloro-2-[(oxan-4-yl)amino]pyrimidin-4-yl}-1-oxo-2,3-dihydro-1H-isoindol-2-yl)acetate ClC=1C(=NC(=NC1)NC1CCOCC1)C1=CC=C2CN(C(C2=C1)=O)CC(=O)OC(C)(C)C